CN(S(=O)(=O)N1N=CC(=C1)C(=O)OCC)C ethyl 1-(N,N-dimethylsulfamoyl)-1H-pyrazole-4-carboxylate